tris(2,4-pentanedionyl)gallium (III) C(C(CC(C)=O)=O)[Ga](CC(CC(C)=O)=O)CC(CC(C)=O)=O